C12(CC3CC(CC(C1)C3)C2)CNC(=NC#N)NC2=CC=CC=3N=COC32 1-((adamantan-1-yl)methyl)-3-(benzo[d]oxazol-7-yl)-2-cyanoguanidine